FC(C1=CC=C(C=C1)CCN)(F)F 2-[4-(trifluoromethyl)phenyl]ethylamine